N-butylurea C(CCC)NC(=O)N